NC=1C=C2C(=NC1)CC1(C(NC3=NC=CC=C31)=O)C2 3-Amino-5,7-dihydrospiro[cyclopenta[b]pyridin-6,3'-pyrrolo[2,3-b]pyridin]-2'(1'H)-one